N1C2C(CC1)COC2 hexahydro-1H-furo[3,4-b]pyrrole